tert-butyl (R)-(((tert-butoxycarbonyl)imino)(3-(3-(4-(octylcarbamoyl)phenyl)-1,2,4-oxadiazol-5-yl)pyrrolidin-1-yl)methyl)carbamate C(C)(C)(C)OC(=O)N=C(N1C[C@@H](CC1)C1=NC(=NO1)C1=CC=C(C=C1)C(NCCCCCCCC)=O)NC(OC(C)(C)C)=O